Methyl 1-(3-fluoro-4-methylbenzyl)-5-hydroxy-9-methyl-2-oxo-2,3-dihydro-1H-benzo[b]azepine-4-carboxylate FC=1C=C(CN2C3=C(C(=C(CC2=O)C(=O)OC)O)C=CC=C3C)C=CC1C